C(C(C)C)C1=CC=C(C=C1)C(=C)C1=CC=2NC3=CC=CC=C3SC2C=C1 2-(1-(4-isobutylphenyl)vinyl)-10H-phenothiazine